n-pentyl-(dimethylsilyloxy)[(trimethylsiloxy)dimethylsiloxy]silane C(CCCC)[SiH](O[Si](C)(C)O[Si](C)(C)C)O[SiH](C)C